CC(C(C1=CC=C(C=C1)OC)N1N=CC2=CC=CC=C12)(C(C(=O)O)C(=O)O)C.COC(C(C(=O)OC)CC(C1=CC=C(C=C1)OC)N1N=CC2=CC=CC=C12)=O 2-(2-(1H-indazol-1-yl)-2-(4-methoxyphenyl)ethyl)malonic acid Dimethyl ester (Dimethyl 2-(2-(1H-indazol-1-yl)-2-(4-methoxyphenyl) ethyl) malonate)